OP(O)OP(O)O.C(COCCOCCO)O triethylene glycol diphosphite